C(C)N1CCC(CC1)OCCNC 2-((1-ethylpiperidin-4-yl)oxy)-N-methylethan-1-amine